6-((1H-pyrazol-4-yl)thio)-2-((6-methoxypyridin-3-yl)methyl)phthalazin-1(2H)-one N1N=CC(=C1)SC=1C=C2C=NN(C(C2=CC1)=O)CC=1C=NC(=CC1)OC